FC1=C(C=CC=2NC(=NC21)CNC2=NC(=NC=1N2N=CC1C)N1CCOCC1)F N-[(4,5-difluoro-1H-benzimidazol-2-yl)methyl]-8-methyl-2-(morpholin-4-yl)pyrazolo[1,5-a][1,3,5]triazin-4-amine